[12C]([12CH3])(=O)SCCNC(CCNC([C@@H](C(COP(OP(OC[C@@H]1[C@H]([C@H]([C@@H](O1)N1C=NC=2C(N)=NC=NC12)O)OP(=O)(O)O)(=O)O)(=O)O)(C)C)O)=O)=O [1,2-12C]-acetyl-CoA